N=1NN=NC1CC=1C=C(C(=O)NC2=CC=C(C=C2)C2=CC=C(C=C2)C(=O)NC2=CC=C(C3=CC=CC=C23)C(=O)O)C=CC1 4-(4'-{3-[(2H-1,2,3,4-tetrazol-5-yl)methyl]benzamido}-[1,1'-biphenyl]-4-amido)naphthalene-1-carboxylic acid